2-(3-Methoxycyclohexyl)propan-2-amine hydrochloride Cl.COC1CC(CCC1)C(C)(C)N